3-((3,5-dichloro-4-((7H-pyrrolo[2,3-d]pyrimidin-4-yl)oxy)-phenyl)-amino)-3-oxopropionic acid ClC=1C=C(C=C(C1OC=1C2=C(N=CN1)NC=C2)Cl)NC(CC(=O)O)=O